(E)-2,6-di-tert-butyl-2,5-cyclohexadiene-1-one C(C)(C)(C)C=1C(C(=CCC1)C(C)(C)C)=O